1,1,1-trichloro-3,5-heptadiene ClC(CC=CC=CC)(Cl)Cl